e-D-mannuronic acid O=C[C@@H](O)[C@@H](O)[C@H](O)[C@H](O)C(=O)O